N1C(C(C=C2C=CC=3C(=C12)C=CN3)=O)=O pyrroloquinolinquinon